(R)-2-((S)-3-hydroxypyrrolidine-1-carboxamido)-4-morpholino-4-oxobutanoic acid O[C@@H]1CN(CC1)C(=O)N[C@@H](C(=O)O)CC(=O)N1CCOCC1